NC1=NN2C(C=C(C=C2)C2=CC(=NC=C2F)C#N)=C1 4-(2-aminopyrazolo[1,5-a]pyridin-5-yl)-5-fluoropicolinonitrile